tert-butyl 2-(5-((2,4-dimethoxybenzyl)amino)-6-oxo-2-phenylpyrimidin-1(6H)-yl)acetate COC1=C(CNC2=CN=C(N(C2=O)CC(=O)OC(C)(C)C)C2=CC=CC=C2)C=CC(=C1)OC